2-benzyl 1-tert-butyl (2S,4R)-4-[tert-butoxycarbonyl-[2-(tert-butoxycarbonylamino)ethyl]amino]-2-[4-(4,4,5,5-tetramethyl-1,3,2-dioxaborolan-2-yl)butyl]pyrrolidine-1,2-dicarboxylate C(C)(C)(C)OC(=O)N([C@@H]1C[C@](N(C1)C(=O)OC(C)(C)C)(C(=O)OCC1=CC=CC=C1)CCCCB1OC(C(O1)(C)C)(C)C)CCNC(=O)OC(C)(C)C